thiothionate S(=S)[O-]